C1(CC=CCCC1)=O 3-cycloheptenone